{2-[2,6-bis(propan-2-yl)phenyl]-6-(tert-butoxy)-3-methoxyphenyl}dicyclohexylphosphane CC(C)C1=C(C(=CC=C1)C(C)C)C1=C(C(=CC=C1OC)OC(C)(C)C)P(C1CCCCC1)C1CCCCC1